ClC=1C(=NC(=NC1)NC1CCOCC1)C=1C=C2C(N(C(C2=CC1)CCO)CC(=O)NC1(CC1)C1=CC=CC=C1)=O 2-(5-{5-chloro-2-[(oxacyclohex-4-yl)amino]pyrimidin-4-yl}-1-(2-hydroxyethyl)-3-oxo-2,3-dihydro-1H-isoindol-2-yl)-N-(1-phenylcyclopropyl)acetamide